Cl.O1N=C(C=2CNCCC21)C=2N=CSC2 4-4H,5H,6H,7H-[1,2]oxazolo[4,5-c]pyridin-3-yl-1,3-thiazole hydrochloride